COC[C@H]1[C@@H](CNC1)N(C(OC(C)(C)C)=O)C trans-tert-Butyl N-[4-(methoxymethyl)pyrrolidin-3-yl]-N-methylcarbamate